tetrahydro-2H-pyran-4-yl-7-(2-(cyclopropanecarboxamido)benzo[d]thiazol-6-yl)-3,4-dihydro-1,5-naphthyridine-1(2H)-carboxylate O1CCC(CC1)OC(=O)N1CCCC2=NC=C(C=C12)C1=CC2=C(N=C(S2)NC(=O)C2CC2)C=C1